5-oxopentanamide O=CCCCC(=O)N